O,O-diethyl S-2-(ethylsulfanyl)ethyl phosphorothioate P(OCC)(OCC)(SCCSCC)=O